1-[(RS)-pyrrolidin-3-yl]tetrazole N1C[C@@H](CC1)N1N=NN=C1 |r|